C1(=CC=CC=C1)NNC(C1=C(C=C(C=C1)/C(=C/C(C(F)(F)F)C1=CC(=C(C(=C1)Cl)Cl)Cl)/F)C(F)(F)F)=O (Z)-N'-phenyl-4-(1,4,4,4-tetrafluoro-3-(3,4,5-trichlorophenyl)but-1-en-1-yl)-2-(trifluoromethyl)benzoyl-hydrazine